FC1(CN(C1)C/C=C/C(=O)N1CC=2N(CC1)N=C(C2C2=CC=NC=C2)C2=CC=C(C=C2)F)F (2E)-4-(3,3-difluoroazetidin-1-yl)-1-[2-(4-fluorophenyl)-3-(pyridin-4-yl)-6,7-dihydropyrazolo[1,5-a]pyrazin-5(4H)-yl]but-2-en-1-one